FCC(C(CC(=O)O)NC([C@H](C(C)C)N1C(C2=CC(=CC=C2C1)C1=CC2=C(NC(N2)=O)C=C1)=O)=O)=O 5-fluoro-3-((S)-3-methyl-2-(1-oxo-6-(2-oxo-2,3-dihydro-1H-benzo[d]imidazol-5-yl)isoindolin-2-yl)butanamido)-4-oxopentanoic acid